OCC1(CC1)NC1=NC(=NC=C1C(=O)OCC)NC1=CC2=C(C=N1)C=NN2C(C)C ethyl 4-((1-(hydroxymethyl)cyclopropyl)amino)-2-((1-isopropyl-1H-pyrazolo[4,3-c]pyridin-6-yl)amino)pyrimidine-5-carboxylate